1-bromo-4-fluoro-2-(methoxy-d3)benzene BrC1=C(C=C(C=C1)F)OC([2H])([2H])[2H]